(R)-N-((1R,4R)-4-(1,1-difluoro-2-methoxyethyl)-4-hydroxycyclohexyl)-4-(5-(5-fluoro-2-methoxypyridin-4-yl)-1H-pyrazole-3-carbonyl)-4-azaspiro[2.5]Octane-7-carboxamide FC(COC)(F)C1(CCC(CC1)NC(=O)[C@@H]1CCN(C2(CC2)C1)C(=O)C1=NNC(=C1)C1=CC(=NC=C1F)OC)O